O-methyl cytidine-3'-phosphorothioate P(O)(O)(=S)O[C@H]1[C@H]([C@@H](O[C@@H]1CO)N1C(=O)N=C(N)C=C1)OC